6-Bromo-1-tetrahydropyran-2-yl-pyrazolo[3,4-b]pyridine BrC1=CC=C2C(=N1)N(N=C2)C2OCCCC2